FC1(CC(C1)C1=CC=C(C=N1)NC(OC(C)(C)C)=O)F tert-Butyl [6-(3,3-difluorocyclobutyl)pyridin-3-yl]carbamate